FC(C1=CC2=C(C=C1)N1C=NC=3C=CC=C4C=CC2=C1C34)(F)F 9-(trifluoromethyl)indolo[1,2,3-cd]perimidine